4-(Hydroxymethyl)-4-(3-methylbut-2-en-1-yl)piperidine-1-carboxylic acid tert-butyl ester C(C)(C)(C)OC(=O)N1CCC(CC1)(CC=C(C)C)CO